bishydroxyhexyl terephthalate C(C1=CC=C(C(=O)OCCCCCCO)C=C1)(=O)OCCCCCCO